(R)-3-(2-carboxy-2-(methylamino)ethyl)benzoic acid C(=O)(O)[C@@H](CC=1C=C(C(=O)O)C=CC1)NC